[Si](C1=CC=CC=C1)(C1=CC=CC=C1)(C(C)(C)C)O[C@H]1[C@H]([C@@H](O[C@@H]1COC(C1=CC=C(C=C1)OC)(C1=CC=C(C=C1)OC)C1=CC=CC=C1)N1C(=O)NC(=O)C=C1)OC 3'-O-tert-butyl(diphenyl)silyl-5'-O-(4,4'-dimethoxytrityl)-2'-O-methyluridine